N-{6-[3-(4-mesyl-2-anisidino)-1-propynyl]-1-(2,2,2-trifluoroethyl)-4-indolyl}-1-ethyl-4-piperidinecarboxamide S(=O)(=O)(C)C=1C=C(C(OC)=CC1)NCC#CC1=CC(=C2C=CN(C2=C1)CC(F)(F)F)NC(=O)C1CCN(CC1)CC